O.P(=O)(O)(O)OC[C@](C=O)(O)C#C (R)-2-ethynyl-glyceraldehyde 3-phosphate hydrate